NC1=C(C=C(C(=N1)F)C1=CC=C(OC2CN(C2)C(=O)OC(C)(C)C)C=C1)C=1C=C2CCNC(C2=CC1)=O tert-butyl 3-(4-(6-amino-2-fluoro-5-(1-oxo-1,2,3,4-tetrahydroisoquinolin-6-yl)pyridin-3-yl)phenoxy)azetidine-1-carboxylate